C(CCC)SC1=NC(=NN1)CCCCC1=NNC(=N1)SCCCC 3,3'-tetramethylenebis(5-butylthio-1H-1,2,4-triazole)